COC1=CC=C(C=C1)C(C2=CC=CC=C2)(C3=CC=C(C=C3)OC)OC[C@@H]4[C@H](C[C@@H](O4)N5C=CC(=O)NC5=O)O 5'-O-(4,4'-dimethoxytrityl)-2'-deoxyuridine